1-cyclopropyl-3-(2,5-difluoro-4-(trifluoromethoxy)benzyl)-1-(piperidin-3-yl)urea C1(CC1)N(C(=O)NCC1=C(C=C(C(=C1)F)OC(F)(F)F)F)C1CNCCC1